C(C=C)[Si]1(CCCC1)C=1C(=CC(=NC1)C1=CC=CC=C1)\C=C\C1=CC=CC=C1 (E)-5-(1-allylsilacyclopentane-1-yl)-2-phenyl-4-styrylpyridine